N(=[N+]=[N-])[C@](C)(C1CC1)C1=CN=C(C2=CN=C(C=C12)Cl)O[C@H](C)C[C@@H](C)S(=O)(=O)C 4-((R)-1-azido-1-cyclopropylethyl)-6-chloro-1-(((2R,4R)-4-(methylsulfonyl)pent-2-yl)oxy)-2,7-naphthyridine